tert-butyl 4-[(4-bromo-2,6-difluorophenyl)carbamoyl]piperidine-1-carboxylate BrC1=CC(=C(C(=C1)F)NC(=O)C1CCN(CC1)C(=O)OC(C)(C)C)F